4-[(4-{[(1S)-2-amino-1-methylethyl]amino}butyl)amino]-5-chloro-2-fluoro-N-1,2,4-thiadiazol-5-ylbenzenesulfonamide NC[C@H](C)NCCCCNC1=CC(=C(C=C1Cl)S(=O)(=O)NC1=NC=NS1)F